CN1CCC(CC1)C1=CC=CC=2N(C=NC21)C(=O)NCCOC2=CC=CC=C2 4-(1-Methylpiperidin-4-yl)-N-(2-phenoxyethyl)-1H-benzo[d]imidazole-1-carboxamide